tert-butyl-5-bromo-3-(2-ethoxy-2-oxoethyl)benzofuran C(C)(C)(C)C=1OC2=C(C1CC(=O)OCC)C=C(C=C2)Br